ClC1=CC(=NC(=C1)N1[C@@H](CCCC1)C)C(=O)NC1=CC(=C(C(=O)O)C=C1)C (R)-4-(4-chloro-6-(2-methylpiperidin-1-yl)pyridinamido)-2-methylbenzoic acid